FC1CN(C1)C[C@@H]1CC[C@H](CC1)C(=O)NC=1N=CC2=CC=C(C=C2C1)C1=CN=CN1C trans-4-((3-fluoroazetidin-1-yl)methyl)-N-(6-(1-methyl-1H-imidazol-5-yl)isoquinolin-3-yl)cyclohexane-1-carboxamide